2-chloro-1-(1-(4-chloro-3-fluorophenyl)-2,5-dimethyl-1H-pyrrol-3-yl)ethan-1-one ClCC(=O)C1=C(N(C(=C1)C)C1=CC(=C(C=C1)Cl)F)C